2-chloro-N-(3-((4-((1-cyclohexylpiperidin-4-yl)(methyl)amino)-6,7-dimethoxyquinazolin-2-yl)(methyl)amino)propyl)acetamide ClCC(=O)NCCCN(C)C1=NC2=CC(=C(C=C2C(=N1)N(C)C1CCN(CC1)C1CCCCC1)OC)OC